FC(O[C@@H]1C[C@@H](CC1)C=1C=C(C=CC1)C=1C(=NC(=NC1)NS(=O)(=O)C1=CC=CC=C1)C1=C(C=CC=C1)C(F)(F)F)(F)F N-(5-(3-((1R,3S)-3-(trifluoromethoxy)cyclopentyl)phenyl)-4-(2-(trifluoromethyl)phenyl)pyrimidin-2-yl)benzenesulfonamide